2-ethoxy-1,2-diphenyl-1-propanone C(C)OC(C(=O)C1=CC=CC=C1)(C)C1=CC=CC=C1